[Fe]=[Se].[Cu] copper-iron selenide